BrC1=C(C=C(C(=O)N2CC=3N(CC2)C(N(C3C(=O)NCC3=C(C=CC=C3)C3=NC=CC=N3)C3=CC=C(C=C3)OC3CC3)=O)C=C1)C#N 7-(4-bromo-3-cyano-benzoyl)-2-[4-(cyclopropoxy)phenyl]-3-oxo-N-[(2-pyrimidin-2-ylphenyl)methyl]-6,8-dihydro-5H-imidazo[1,5-a]pyrazine-1-carboxamide